3-amino-7-[(2R)-1,4-dioxan-2-ylmethyl]-2-(pyrimidin-4-yl)-1H,5H,6H,7H-pyrrolo[3,2-c]pyridin-4-one NC1=C(NC2=C1C(NCC2C[C@H]2OCCOC2)=O)C2=NC=NC=C2